8-bromo-3-[(4-methoxyphenyl)methyl]-2-{[(4-methoxyphenyl)methyl]sulfanyl}-7-methylpyrazolo[1,5-a][1,3,5]triazin-4-one BrC=1C(=NN2C1N=C(N(C2=O)CC2=CC=C(C=C2)OC)SCC2=CC=C(C=C2)OC)C